Taxifolin O1[C@@H]([C@@H](O)C(=O)C=2C(O)=CC(O)=CC12)C1=CC(O)=C(O)C=C1